FC1=CC=C(C=C1)C=1N=C(SC1C#N)N(C)C1=CN(C(C2=CC=C(C=C12)N1CCNCC1)=O)C(C)C 4-(4-fluorophenyl)-2-((2-isopropyl-1-oxo-6-(piperazin-1-yl)-1,2-dihydroisoquinolin-4-yl)(methyl)amino)thiazole-5-carbonitrile